Menthyl-Acetphenone C1(CC(C(CC1)C(C)C)CC(=O)C1=CC=CC=C1)C